3-(4-chlorostyryl)-N-(2-(2-cyano-2-cyclopropyl-4,4-difluoropyrrolidin-1-yl)-2-oxoethyl)isonicotinamide ClC1=CC=C(C=CC2=C(C(=O)NCC(=O)N3C(CC(C3)(F)F)(C3CC3)C#N)C=CN=C2)C=C1